BrC=1N=NN(C1Br)CCC 4,5-dibromo-1-propyl-1H-1,2,3-triazole